tert-butyl(4-phenyl-1,2,5-thiadiazol-3-yl)carbamate C(C)(C)(C)OC(NC1=NSN=C1C1=CC=CC=C1)=O